BrC1=CC=2C(S1)=C(C1=C(SC(=C1)Br)C2C=2SC(=CC2)CC(CCCCCC)CC)C=2SC(=CC2)CC(CCCCCC)CC 2,6-dibromo-4,8-bis(5-(2-ethyloctyl)thiophene-2-yl)benzo[1,2-b:4,5-b']dithiophene